1-(6,7-dihydro-5H-benzo[6,7]cyclohepta[1,2-c]pyridazin-3-yl)-N5-(3-fluoro-4-(4-(indolin-2-on-1-yl)piperidin-1-yl)phenyl)-1H-1,2,4-triazole-3,5-diamine N1=NC(=CC2=C1C1=C(CCC2)C=CC=C1)N1N=C(N=C1NC1=CC(=C(C=C1)N1CCC(CC1)N1C(CC2=CC=CC=C12)=O)F)N